4-(4,6-bis(octylthio)-1,3,5-triazin-2-ylamino)phenol C(CCCCCCC)SC1=NC(=NC(=N1)SCCCCCCCC)NC1=CC=C(C=C1)O